7-Bromo-8-fluoroisoquinoline 2-oxide BrC1=CC=C2C=C[N+](=CC2=C1F)[O-]